BrC1=CC=C(C=C1)C1(CCCCC1)F 1-bromo-4-(1-fluorocyclohexyl)benzene